C(#C)C1=C2C=C(N=CC2=C(N=C1)NC([2H])([2H])[2H])NC(=O)C1CC1 N-(5-ethynyl-8-((methyl-d3)amino)-2,7-naphthyridin-3-yl)cyclopropanecarboxamide